Phenylalanin N[C@@H](CC1=CC=CC=C1)C(=O)O